NC1C[C@H]2CC[C@@H](C1)N2C2=NC(=C1C(=N2)NN=C1C1=C(C2=C(N(N=C2C=C1)C)Cl)Cl)C#N 6-((1R,3r,5S)-3-amino-8-azabicyclo[3.2.1]oct-8-yl)-3-(3,4-dichloro-2-methyl-2H-Indazol-5-yl)-1H-pyrazolo[3,4-d]pyrimidine-4-carbonitrile